N(=C=O)C1(C(C(=CC=C1)N=C=O)C)C 1,3-Diisocyanato-o-xylol